trimethylhydroxyethyl-diaminoethyl ether CC(C(O)(C)C)C(COCC(C(C(C)(C)O)C)(N)N)(N)N